6-chloro-3-(difluoromethoxy)-8-(4,4,5,5-tetramethyl-1,3,2-dioxaborolan-2-yl)quinoline ClC=1C=C2C=C(C=NC2=C(C1)B1OC(C(O1)(C)C)(C)C)OC(F)F